OC=1C=C(C=CC1O)CCC(=O)NNC(=O)OC[C@]1([C@@H](N2C(C[C@H]2S1(=O)=O)=O)C(=O)O)C (2S,3R,5R)-3-(((2-(3-(3,4-dihydroxyphenyl)propanoyl)hydrazinecarbonyl)oxy)methyl)-3-methyl-7-oxo-4-thia-1-azabicyclo[3.2.0]heptane-2-carboxylic acid 4,4-dioxide